tert-Butyl 4-(1-methyl-4-((4-(7-methyl-[1,2,4]triazolo[1,5-a]pyridin-6-yl)piperidin-1-yl)sulfonyl)-1H-pyrazol-5-yl)-3,6-dihydropyridine-1(2H)-carboxylate CN1N=CC(=C1C=1CCN(CC1)C(=O)OC(C)(C)C)S(=O)(=O)N1CCC(CC1)C=1C(=CC=2N(C1)N=CN2)C